1,1-DIMETHOXY-2-PHENYLPROPANE COC(C(C)C1=CC=CC=C1)OC